C(C)C1(NC(N(C(C1)=O)[C@@H]1CCOC=2C1=NC(=CC2)C(=O)N[C@H]2CC(OC1=CC=CC=C21)(C)C)=N)CC (R)-4-(4,4-diethyl-2-imino-6-oxotetrahydropyrimidin-1(2H)-yl)-N-((S)-2,2-dimethylchroman-4-yl)-3,4-dihydro-2H-pyrano[3,2-b]pyridine-6-carboxamide